1-((bis(2-ethylhexyl)amino)methyl)-3-phenyl-1H-pyrazole-5-carboxylic acid C(C)C(CN(CC(CCCC)CC)CN1N=C(C=C1C(=O)O)C1=CC=CC=C1)CCCC